4-chloro-N-(2-(2,6-dioxopiperidin-3-yl)-1,3-dioxoisoindolin-5-yl)-2,5-dimethylbenzene-sulfonamide ClC1=CC(=C(C=C1C)S(=O)(=O)NC=1C=C2C(N(C(C2=CC1)=O)C1C(NC(CC1)=O)=O)=O)C